bis(2,6-dichlorobenzoyl)propyl-phosphine oxide ClC1=C(C(=O)P(CCC)(C(C2=C(C=CC=C2Cl)Cl)=O)=O)C(=CC=C1)Cl